CC1=C(C(=CC=C1)C)C=1C(=NC=CC1)N1CCN(CC1)C1CC2(CN(C2)C(=O)OCC)CC1 ethyl 6-[4-[3-(2,6-dimethylphenyl)-2-pyridyl]piperazin-1-yl]-2-azaspiro-[3.4]octane-2-carboxylate